bis[4-(6-hydroxyhexyl) thio-phenyl] thioether OCCCCCCSC1=CC=C(C=C1)SC1=CC=C(C=C1)SCCCCCCO